ClC1=C(C=C2C(N(C(=NC2=C1)C)C1=C(C=CC=C1C)C)=O)I 7-chloro-3-(2,6-dimethylphenyl)-6-iodo-2-methyl-quinazolin-4(3H)-one